Cl.C(C1=CC=CC=C1)N1CCC(CC1)N1C(C(=CC=C1)C1=CC=CC=C1)=O 1-(1-Benzylpiperidin-4-yl)-3-phenyl-1,2-dihydropyridin-2-on Hydrochlorid